3,5-DICHLORO-2-METHOXYPHENYLBORONIC ACID ClC=1C(=C(C=C(C1)Cl)B(O)O)OC